C(C)OC1=C(C(=C(C(=O)[O-])C=C1OC1=C(C=C(C=C1)C(F)(F)F)Cl)[N+](=O)[O-])C(C=O)C(=C)C Ethoxy-3-methyl-1-oxobut-3-en-2-yl-5-[2-chloro-4-(trifluoromethyl)phenoxy]-2-nitrobenzoate